N-(5-tert-butyl-4-methyl-thiazol-2-yl)imidazole-1-carboxamide C(C)(C)(C)C1=C(N=C(S1)NC(=O)N1C=NC=C1)C